ClC=1C(=C(C=CC1)OC1=CC=C(C=C1)N1C(NN=C1C)=O)F 4-{4-[(3-chloro-2-fluorophenyl)oxy]phenyl}-5-methyl-2,4-dihydro-3H-1,2,4-triazol-3-one